[O-]CC.C([O-])(O)=O.[Mg+2] magnesium carbonate ethoxide